CC=1N=C(NC(C1C)=O)C=1C(=C(CC2N(CCC(C2)C(=O)N)C2=NC=C(C=C2)C(F)(F)F)C=CC1C(F)(F)F)F [3-(4,5-dimethyl-6-oxo-1,6-dihydropyrimidin-2-yl)-2-fluoro-4-(trifluoromethyl)benzyl]-1-[5-(trifluoromethyl)pyridin-2-yl]piperidine-4-carboxamide